OC(=O)C(F)(F)F.CN(C(=O)C1[C@H]2CNC[C@@H]12)C(C)(C)C (1R,5S,6r)-N-methyl-N-(tert-butyl)-3-azabicyclo[3.1.0]hexane-6-carboxamide TFA Salt